NCC1(CCN(CC1)C1=NN2C(S1)=NC=C2C2=C(C=C(C=C2)F)OCC)O 4-(aminomethyl)-1-(5-(2-ethoxy-4-fluorophenyl)imidazo[2,1-b][1,3,4]thiadiazol-2-yl)piperidin-4-ol